BrC=1C(=NC=CC1)CNC(C(C)(C)N1OC2=CC=CC=C2O1)=O N-((3-bromopyridin-2-yl)methyl)-2-(1,3-dioxaisoindol-2-yl)-2-methylpropanamide